2-(4-(Dimethylamino)phenyl)oxazole-4-carboxylic acid CN(C1=CC=C(C=C1)C=1OC=C(N1)C(=O)O)C